(N-vinylbenzylaminoethyl)-γ-aminopropyltrimethoxysilane C(=C)N(CC1=CC=CC=C1)CCCO[Si](OC)(OC)CCCN